BrC=1C=C2C(=CC(=NC2=C(C1C)C#N)C)O 6-bromo-4-hydroxy-2,7-dimethylquinoline-8-carbonitrile